phenylpropanimidamide hypophosphite [PH2](=O)O.C1(=CC=CC=C1)C(C(N)=N)C